NC=1C(=NC(=C(N1)F)C1=CC(=C(C=C1)C1CCOCC1)CN1[C@@H](CCC1)C)C1=CC(=C2C(NC(=NC2=C1)C)=O)F (R)-7-(3-amino-5-fluoro-6-(3-((2-methylpyrrolidin-1-yl)methyl)-4-(tetrahydro-2H-pyran-4-yl)phenyl)pyrazin-2-yl)-5-fluoro-2-methylquinazolin-4(3H)-one